C(#N)CC=1C=C(CNCCCCOCCNC2=NC3=C(C4=CN=CC=C24)C=CC=C3)C=C(C1)C 5-((2-(4-((3-(cyanomethyl)-5-methyl-benzyl)amino)butoxy)ethyl)amino)benzo[c][2,6]naphthyridine